NC1=NC=2C=CC(=CC2C2=C1[C@H](OC2)C)C(=O)N(CC2=NC=C(C=C2)C(F)(F)F)[C@@H]2C[C@@H](CCC2)O (3R)-4-amino-N-((1S,3R)-3-hydroxycyclohexyl)-3-methyl-N-((5-(trifluoromethyl)-2-pyridinyl)methyl)-1,3-dihydrofuro[3,4-c]quinoline-8-carboxamide